tert-butyl-rel-(1R,5S)-7-oxo-1-({[(1s,4s)-4-(2-{[(2E)-4-ethoxy-1,1,1-trifluoro-4-oxobut-2-en-2-yl]oxy}phenyl) cyclohexyl]oxy}methyl)-9-oxa-2,6-diazaspiro[4.5]decane-2-carboxylate C(C)(C)(C)OC(=O)N1[C@H]([C@]2(CC1)NC(COC2)=O)COC2CCC(CC2)C2=C(C=CC=C2)O\C(\C(F)(F)F)=C\C(=O)OCC |o1:8,9|